1-[1-(2-bicyclo[2.2.1]heptanyl)ethyl]-3-[[2-(difluoromethoxy)pyridin-4-yl]methyl]urea C12C(CC(CC1)C2)C(C)NC(=O)NCC2=CC(=NC=C2)OC(F)F